C(C)(=O)OC1=C(C(=CC=C1)C(C)=O)O 3-Acetyl-2-hydroxyphenyl acetate